(1H-pyrrol-3-yl)(4-(5-(trifluoromethyl)pyridin-2-yl)piperazin-1-yl)methanone N1C=C(C=C1)C(=O)N1CCN(CC1)C1=NC=C(C=C1)C(F)(F)F